p-methoxyallylbenzene COC1=CC=C(C=C1)CC=C